C(=C/C)/C1CC12C(CCC2)=O (Z)-1-(prop-1-en-1-yl)spiro[2.4]heptan-4-one